4-dinitromethyl-5-nitro-1,2,3-triazole potassium salt [K].[N+](=O)([O-])C(C=1N=NNC1[N+](=O)[O-])[N+](=O)[O-]